C12CCC(CC1)N2CC(=O)NC=2C=C(C(=NC2)C)NC(=O)C=2C=NN1C2C=NC(=C1)C=1C=NN(C1)C N-(5-(2-((1s,4s)-7-azabicyclo[2.2.1]heptan-7-yl)acetamido)-2-methylpyridin-3-yl)-6-(1-methyl-1H-pyrazol-4-yl)pyrazolo[1,5-a]pyrazine-3-carboxamide